allylruthenium(II) C(C=C)[Ru+]